FC(C(C)(C)O)(F)C=1C(=C(C=CC1)[C@@H](C)NC1=NC(=NC2=CC3=C(C=C12)N(C([C@]3(C)CCOC)=O)C)C)F |&1:28| (R/S)-4-(((R)-1-(3-(1,1-difluoro-2-hydroxy-2-methylpropyl)-2-fluorophenyl)ethyl)amino)-8-(2-methoxyethyl)-2,6,8-trimethyl-6,8-dihydro-7H-pyrrolo[2,3-g]quinazolin-7-one